BrC=1C(=C(OCCOC2C[C@H]3CC[C@@H](C2)N3C(=O)OC(C)(C)C)C=CC1)C (1R,3s,5S)-tert-butyl 3-(2-(3-bromo-2-methylphenoxy)ethoxy)-8-azabicyclo[3.2.1]octane-8-carboxylate